Cl.NC1CC2CCC(C1)N2C2=NC(=C(C=1N2C=CN1)C1=CC(=C(C=C1)OC)F)C=1C=C(N(C1)C)C#N 4-(5-(3-amino-8-azabicyclo[3.2.1]octane-8-yl)-8-(3-fluoro-4-methoxyphenyl)imidazolo[1,2-c]pyrimidin-7-yl)-1-methyl-1H-pyrrole-2-carbonitrile hydrochloride